(S)-2-(5-(aminomethyl)-2-oxoOxazolidin-3-yl)-6H-pyrimido[5,4-b][1,4]Oxazine NC[C@H]1CN(C(O1)=O)C=1N=CC=2OCC=NC2N1